C(C)N(C1=NC=NC(=C1C)NC1=NNC(=C1)C)CC 4-(diethylamino)-5-methyl-6-((5-methyl-1H-pyrazol-3-yl)amino)pyrimidin